C1=CC=C(C=C1)C2=CC=CC3=NNN=C32 Phenylbenzotriazole